NCCCN1CCN(CC1)CCCN (1,4-bis(3-aminopropyl))piperazine